CP(=O)([O-])O[C@@H]1[C@@H]([C@@H]([C@H](O1)COP(=O)([O-])OP(=O)([O-])OP(=O)(O)[O-])O)O The molecule is an organophosphate oxoanion obtained by deprotonation of the phosphonate OH and three of the four triphosphate OH groups of alpha-D-ribose 1-methylphosphonate 5-triphosphate. It is an organophosphate oxoanion and an organophosphonate oxoanion. It is a conjugate base of an alpha-D-ribose 1-methylphosphonate 5-triphosphate. It is a conjugate acid of an alpha-D-ribose 1-methylphosphonate 5-triphosphate(5-).